succinimide glutarate Acetate C(C)(=O)O.C(CCCC(=O)O)(=O)O.C1(CCC(N1)=O)=O